BrC=1C=CC(=C2CCCOC12)C[C@@H](C(=O)OC)NC(C1=C(C=C(C=C1F)N[C@@H](C(F)(F)F)CC)F)=O methyl (S)-3-(8-bromochroman-5-yl)-2-(2,6-difluoro-4-(((R)-1,1,1-trifluorobutan-2-yl)amino)benzamido)propanoate